propylene glycol (3-mercaptopropionate) SCCC(=O)O.C(C(C)O)O